tert-butyl 4-[2-(azepan-1-yl)-4-(cyclopropanecarbonylamino)benzoyl]-3-thiophen-3-ylpiperazine-1-carboxylate N1(CCCCCC1)C1=C(C(=O)N2C(CN(CC2)C(=O)OC(C)(C)C)C2=CSC=C2)C=CC(=C1)NC(=O)C1CC1